CC(=CCC/C(=C/CC/C(=C/CC/C(=C\\CC/C(=C\\CC/C(=C\\CC/C(=C\\CC/C(=C\\CC/C(=C\\CC/C(=C\\CC/C(=C\\COP(=O)(O)OC1[C@H]([C@H]([C@@H]([C@H](O1)CO)O)O)O)/C)/C)/C)/C)/C)/C)/C)/C)/C)/C)C The molecule is a polyprenyl glycosyl phosphate in which the glycosyl moiety is D-mannosyl and the polyprenyl group is di-trans,poly-cis-undecaprenyl. It is a polyprenyl glycosyl phosphate and a mannose phosphate. It is a conjugate acid of a D-mannosyl ditrans,polycis-undecaprenyl phosphate(1-).